C(#C)C=1C=CC(=NC1)C(=O)Cl 5-ethynylpyridine-2-carbonyl chloride